8-amino-N-(cyclopropylmethyl)-5-(4-(1-(2-(4-methylpiperazin-1-yl)-2-oxoethyl)-1H-pyrazole-4-yl)phenyl)-1,7-naphthyridine-3-carboxamide NC=1N=CC(=C2C=C(C=NC12)C(=O)NCC1CC1)C1=CC=C(C=C1)C=1C=NN(C1)CC(=O)N1CCN(CC1)C